glutamine-HCl Cl.N[C@@H](CCC(N)=O)C(=O)O